CN(C(OC(C)(C)C)=O)C/C=C\1/C(NCC1)=O tert-butyl N-methyl-N-{2-[(3E)-2-oxopyrrolidin-3-ylidene]ethyl}carbamate